tert-butyl (2S,5S)-3-(hydroxymethyl)-2,3-dihydro-2,5-methanobenzo[f][1,4]oxazepine-4(5H)-carboxylate OCC1[C@H]2OC3=C([C@@H](N1C(=O)OC(C)(C)C)C2)C=CC=C3